N-[2-(4-formylcyclohexyl)-5-(1-hydroxy-1-methyl-ethyl)thiazolo[4,5-b]Pyridin-6-yl]-6-(trifluoromethyl)pyridine-2-carboxamide C(=O)C1CCC(CC1)C=1SC=2C(=NC(=C(C2)NC(=O)C2=NC(=CC=C2)C(F)(F)F)C(C)(C)O)N1